FC=1C=C(C(=NC1)OC)C=1N(CCC1)C1=NC=2N(C=C1)N=C(C2C=O)NC(C)=O (R)-N-(5-(2-(5-fluoro-2-methoxypyridin-3-yl)pyrrolin-1-yl)-3-formylpyrazolo[1,5-a]pyrimidin-2-yl)acetamide